((2-carboxypropan-2-yl)amino)-2-fluorobenzoic acid C(=O)(O)C(C)(C)NC=1C(=C(C(=O)O)C=CC1)F